CC(C(=O)O)C(=O)C 2-METHYLACETOACETIC ACID